8-chloro-3-iodo-imidazo[1,2-a]Pyrazine ClC=1C=2N(C=CN1)C(=CN2)I